CC(=O)NC1=CC(=C(C=C1)OC)OC N-(3,4-dimethoxyphenyl)acetamide